Cl.CC(C[C@@H](CC1=NC=NN1)N)C (S)-4-methyl-1-(1H-1,2,4-triazol-5-yl)pentan-2-amine hydrochloride